S1C(=CC=C1)C1=C(C=C(C(=C1)C=C)C=1SC=CC1)C=C 2,5-bis(2-thienyl)-1,4-divinylbenzene